Cl.NC1CCN(CC1)S(=O)(=O)C=1C=C(C=CC1)CC(CN1CCC(CC1)C1=CC=C2C(=NN(C2=C1)C)N1C(NC(CC1)=O)=O)(C)C 1-(6-(1-(3-(3-((4-aminopiperidin-1-yl)sulfonyl)phenyl)-2,2-dimethylpropyl)piperidin-4-yl)-1-methyl-1H-indazol-3-yl)dihydropyrimidine-2,4(1H,3H)-dione hydrochloride